1-[2-[1-(2,3-difluoropropyl)-3-methyl-pyrazol-4-yl]-6-[5-[(6-methylpyridazin-3-yl)amino]benzimidazol-1-yl]-3-pyridyl]ethanol FC(CN1N=C(C(=C1)C1=NC(=CC=C1C(C)O)N1C=NC2=C1C=CC(=C2)NC=2N=NC(=CC2)C)C)CF